C(C)(C)(C)OC(NC1=CC=C(C=C1)CC1=NNC(C2=CC(=C(C=C12)OC)OC)=O)=O (4-((6,7-dimethoxy-4-oxo-3,4-dihydro-phthalazin-1-yl)methyl)phenyl)carbamic acid tert-butyl ester